O1S(N(CC1)C(=O)OC(C)(C)C)(=O)=O t-butyl 1,2,3-oxathiazolidine-3-carboxylate-2,2-dioxide